4-Iodo-2-(6-azaspiro[2.5]oct-6-yl)benzoic acid methyl ester COC(C1=C(C=C(C=C1)I)N1CCC2(CC2)CC1)=O